CC=1C=C(C[N+]#[C-])C=CC1 3-METHYLBENZYLISOCYANIDE